IC1CCOCC1 4-iodooxane